NCC1=NC(=NC=C1)C1=C(C=C(C#N)C=C1)OC1=CC(=NC(=C1)N1CCOCC1)C 4-[4-(aminomethyl)pyrimidin-2-yl]-3-(2-methyl-6-morpholin-4-ylpyridin-4-yl)oxybenzonitrile